C(C)(C)(C)OC(=O)NC1C(CCC(C1)(F)F)C(=O)[O-] 2-((tert-butoxycarbonyl)amino)-4,4-difluorocyclohexane-1-carboxylate